mercapto(dimethoxy)methylsilane S[SiH2]C(OC)OC